2,2,3,3,4,4,5,5,6,6,7,7,8,8,9,9-hexadeca-fluorononyl 2-methylacrylate CC(C(=O)OCC(C(C(C(C(C(C(C(F)F)(F)F)(F)F)(F)F)(F)F)(F)F)(F)F)(F)F)=C